ClC=1C(=C(C=C(C1)CC)N1CCN(CC1)C[C@H](CCNC(=O)C=1OC2=C(C1)C=CC=C2)F)OC (S)-N-(4-(4-(3-chloro-5-ethyl-2-methoxyphenyl)piperazin-1-yl)-3-fluorobutyl)benzofuran-2-carboxamide